5-(tert-butyl)-N-(3-fluorophenyl)-3-(4-(phenyl-d5)-6-(phenyl-d5)-1,3,5-triazin-2-yl)-[1,1'-biphenyl]-2-amine C(C)(C)(C)C1=CC(=C(C(=C1)C1=CC=CC=C1)NC1=CC(=CC=C1)F)C1=NC(=NC(=N1)C1=C(C(=C(C(=C1[2H])[2H])[2H])[2H])[2H])C1=C(C(=C(C(=C1[2H])[2H])[2H])[2H])[2H]